vinyl-ethyl-phosphonic acid C(=C)CCP(O)(O)=O